BrC=1C(=C(C=CC1)C1OCCO1)OCC1=CC=C(C=C1)OC 2-{3-bromo-2-[(4-methoxyphenyl)methoxy]phenyl}-1,3-dioxolane